bis(2,6-dimethoxyphenyl) disulfide COC1=C(C(=CC=C1)OC)SSC1=C(C=CC=C1OC)OC